(S)-1-(2,5-dichloropyrimidin-4-yl)piperidin-3-ol ClC1=NC=C(C(=N1)N1C[C@H](CCC1)O)Cl